CC1=C(C=C(C=C1)CC(=O)O)OCC1=C(C=CC=C1)CN1C(=NC2=C1C=CC=C2)C2=CC=C(C=C2)OC(F)(F)F 2-(4-methyl-3-((2-((2-(4-(trifluoromethoxy)phenyl)-1H-benzo[d]imidazol-1-yl)methyl)benzyl)oxy)phenyl)acetic acid